2-hydroxy-2-methyl-4-oxopentanoic acid OC(C(=O)O)(CC(C)=O)C